ClC=1C=CC(=C(C1)C1=NN(C=C1NC(=O)C=1C=NN2C1N=CC=C2)[C@@H]2CNCC[C@H]2O)OC(F)F N-[3-[5-chloro-2-(difluoromethoxy)phenyl]-1-[(3R,4R)-4-hydroxypiperidin-3-yl]-1H-pyrazol-4-yl]pyrazolo[1,5-a]pyrimidine-3-carboxamide